4-(benzyloxy)-7-methyl-2,3-dihydro-1H-indole-2,3-dione C(C1=CC=CC=C1)OC1=C2C(C(NC2=C(C=C1)C)=O)=O